C(CCC)[Al](Cl)Cl Butylaluminium chlorid